ClC1=C(C(=CC=C1)F)CC1=NOC(N1CC1=C(C(=CC=C1)Cl)Cl)=O 3-[(2-chloro-6-fluorophenyl)methyl]-4-[(2,3-dichlorophenyl)methyl]-4,5-dihydro-1,2,4-oxadiazol-5-one